C(C)(=O)N1C(N2C(C3=C(CC4=C2C=CC=C4)C=CC=C3)C1)N N-acetyl-3-amino-9,13b-dihydro-1H-dibenzo[c,f]imidazo[1,5-a]azepine